ClC=1C=C(C=CC1F)NC(N([C@@H](C1=CC=CC=C1)C1=CNC(C2=CC=CC=C12)=O)CC)=O (S)-3-(3-chloro-4-fluorophenyl)-1-ethyl-1-((1-oxo-1,2-dihydroisoquinolin-4-yl)(phenyl)methyl)urea